ClC=1C(=C(C=CC1)NC(=O)C1=CC(=CC=2NC(=NC21)COC)NC(=O)C2=C(C=CC=C2C)Cl)C N-(3-chloro-2-methylphenyl)-6-{[(2-chloro-6-methylphenyl)carbonyl]amino}-2-(methoxymethyl)-1H-benzimidazole-4-carboxamide